BrC=1C=NN(C1)C(C(=O)OC)(C)C methyl 2-(4-bromo-1H-pyrazol-1-yl)-2-methylpropionate